CCCNC(=S)NCCC N,N'-di-n-propylthiourea